ClC1=C(C=C2C(=NC(N3C2=C1SC[C@@H]3COC([2H])([2H])[2H])=O)N3C[C@@H](N([C@@H](C3)C)C(=O)OC(C)(C)C)C)C(F)(F)F (2S,6R)-tert-butyl 4-((S)-10-chloro-5-oxo-3-((trideuteriomethoxy)methyl)-9-(trifluoromethyl)-3,5-dihydro-2H-[1,4]thiazino[2,3,4-ij]quinazolin-7-yl)-2,6-dimethylpiperazine-1-carboxylate